1-amino-3-fluoro-2,4-dimethoxybenzene NC1=C(C(=C(C=C1)OC)F)OC